C(C1=CC=CC=C1)OC1=CC=C(C=C1)C1=NN=C2N1CCC(C2)O 3-[4-(benzyloxy)phenyl]-5H,6H,7H,8H-[1,2,4]triazolo[4,3-a]pyridin-7-ol